2-(1-Hydroxyethyl)-8-methyl-8-(trifluoromethyl)-7,8-dihydro-6H-pyrazolo[1,5-a]pyrrolo[2,3-e]pyrimidine-6-carboxylic acid tert-butyl ester C(C)(C)(C)OC(=O)N1CC(C2=C1C=NC=1N2N=C(C1)C(C)O)(C(F)(F)F)C